[(2R,3R,4S,5R,6S)-3,4,5-triacetoxy-6-[4-(hydroxymethyl)-2-nitro-phenoxy]tetrahydropyran-2-yl]methyl acetate C(C)(=O)OC[C@H]1O[C@H]([C@@H]([C@H]([C@@H]1OC(C)=O)OC(C)=O)OC(C)=O)OC1=C(C=C(C=C1)CO)[N+](=O)[O-]